(2S)-2-(2-(4-bromophenyl)-5-(4-fluorophenyl)-2H-1,2,3-triazol-4-yl)-3-(2-(2-oxo-2,3-dihydro-1H-benzo[d]imidazol-5-yl)ethyl)oxazolidin-4-one BrC1=CC=C(C=C1)N1N=C(C(=N1)[C@@H]1OCC(N1CCC1=CC2=C(NC(N2)=O)C=C1)=O)C1=CC=C(C=C1)F